C(CCC(=O)O)(=O)N succinic-amide